2-methyl-4-methoxy-6-(1-methyl-1H-pyrazol-4-yl)pyrazolo[1,5-a]pyridine-3-carbonitrile CC1=NN2C(C(=CC(=C2)C=2C=NN(C2)C)OC)=C1C#N